Allyl (12aS)-8-methoxy-9-((3-(2-methoxy-2-oxoethyl)benzyl)-oxy)-6-oxo-12-((tetrahydro-2H-pyran-2-yl)oxy)-12a,13-dihydro-6H-benzo-[5,6][1,4]diazepino[1,2-a]indole-11(12H)-carboxylate COC1=CC2=C(N(C([C@H]3N(C4=CC=CC=C4C3)C2=O)OC2OCCCC2)C(=O)OCC=C)C=C1OCC1=CC(=CC=C1)CC(=O)OC